(R)-N-(2-hydroxy-1-phenylethyl)-2-(piperidin-4-yl)-benzo[d]thiazole-6-carboxamide OC[C@@H](C1=CC=CC=C1)NC(=O)C1=CC2=C(N=C(S2)C2CCNCC2)C=C1